O1C(OCCC1)CCC(C1=NC=CN=C1)NC(=O)C1(CC(C1)OCC1=CC=CC=C1)O N-(3-(1,3-dioxan-2-yl)-1-(pyrazin-2-yl)propyl)-3-(benzyloxy)-1-hydroxycyclobutane-1-carboxamide